N1C[C@H](CCC1)NC1=NC=C(C(=N1)N1CC(NC2=CC=CC=C12)=O)C(F)(F)F 4-(2-{[(3S)-piperidin-3-yl]amino}-5-(trifluoromethyl)pyrimidin-4-yl)-1,2,3,4-tetrahydroquinoxalin-2-one